N,N'-bis-(1,2,2,6,6-pentamethyl-4-piperidyl)hexamethylenediamine CN1C(CC(CC1(C)C)NCCCCCCNC1CC(N(C(C1)(C)C)C)(C)C)(C)C